[K+].[K+].S(=O)(=O)(O)CC[NH-].S(=O)(=O)(O)CC[NH-] (2-sulfoethyl)amide dipotassium salt